N[C@@H](CC1=CC=C(C=C1)O)C(=O)O |r| racemic-tyrosine